2-(phenylamino)-4H-benzo[e][1,3]thiazin-4-one C1(=CC=CC=C1)NC=1SC2=C(C(N1)=O)C=CC=C2